(1R,5S,8R)-3-(7-(8-ethynyl-3-hydroxynaphthalen-1-yl)-8-fluoro-2-(((2R,7aS)-2-fluorotetrahydro-1H-pyrrolizin-7a(5H)-yl)methoxy)pyrido[4,3-d]pyrimidin-4-yl)-3-azabicyclo[3.2.1]octan-8-ol C(#C)C=1C=CC=C2C=C(C=C(C12)C1=C(C=2N=C(N=C(C2C=N1)N1C[C@H]2CC[C@@H](C1)C2O)OC[C@]21CCCN1C[C@@H](C2)F)F)O